CS(=O)(=O)OC1CCN(CC1)C(=O)OC(C)(C)C tert-butyl 4-(methanesulfonyloxy)piperidine-1-carboxylate